N-((2-(6-(4,7-diazaspiro[2.5]octan-7-yl)pyridin-2-yl)-1,6-naphthyridin-7-yl)methyl)-1-(cyclopropylsulfonyl)indoline-6-carboxamide C1CC12NCCN(C2)C2=CC=CC(=N2)C2=NC1=CC(=NC=C1C=C2)CNC(=O)C2=CC=C1CCN(C1=C2)S(=O)(=O)C2CC2